S1C=NC2=C1C=CC(=C2)CN(C(=O)[C@@H]2[C@H]1C[C@H]1CN2S(=O)(=O)C2=CC=C(C=C2)OC)C2CCC(CC2)(F)F (1S,2S,5R)-3-(4-Methoxy-benzenesulfonyl)-3-azabicyclo[3.1.0]hexane-2-carboxylic acid benzothiazol-5-ylmethyl-(4,4-difluoro-cyclohexyl)-amide